C1(CCC1)C1CCN(CC1)S(=O)(=O)C1=CC=C(C=C1)NC(=O)C=1C=C(C=C2CN(C2)C(=O)OC(C)(C)C)C=CC1N(S(=O)(=O)C)C tert-Butyl 3-(3-((4-((4-cyclobutylpiperidin-1-yl)sulfonyl)phenyl)carbamoyl)-4-(N-methylmethylsulfonamido) benzylidene)azetidine-1-carboxylate